tert-butyl (5-chloro-2'-(methylthio)-4'-(1,4-oxazepan-4-yl)-3,4,5',8'-tetrahydro-2H-spiro[naphthalene-1,7'-pyrano[4,3-d]pyrimidin]-7-yl)carbamate ClC1=C2CCCC3(CC=4N=C(N=C(C4CO3)N3CCOCCC3)SC)C2=CC(=C1)NC(OC(C)(C)C)=O